OC[C@H](C1=CC=CC=C1)NC1=NC(=NC=C1C(=O)NCC(F)(F)F)NC1=CC(=C(C=C1)S(=O)(=O)C)C 4-{[(1S)-2-hydroxy-1-phenylethyl]amino}-2-{[3-methyl-4-(methylsulfonyl)phenyl]amino}-N-(2,2,2-trifluoroethyl)pyrimidine-5-carboxamide